5,7-dimethyl 3-(benzyloxy)isoquinoline-5,7-dicarboxylate C(C1=CC=CC=C1)OC=1N=CC=2C=C(C=C(C2C1)C(=O)OC)C(=O)OC